C(C)(C)(C)OC(=O)NCC=1C=CC(=NC1)NC(=O)C12CCC(CC1)(CC2)C(=O)O 4-[5-(tert-butoxycarbonylamino-methyl)-pyridin-2-ylcarbamoyl]-bicyclo[2.2.2]octane-1-carboxylic acid